FC1=C(NC=2C3=C(N=CN2)C=CC(=N3)N3[C@@H]2CN([C@H](C3)C2)C(C=C)=O)C=CC=C1C(F)(F)F 1-[(1S,4S)-5-[4-[2-fluoro-3-(trifluoromethyl)anilino]pyrido[3,2-d]pyrimidin-6-yl]-2,5-diazabicyclo[2.2.1]heptan-2-yl]prop-2-en-1-one